Cl.FC(CN1N=CC(=C1)C1=CC=C2C(=CC=NC2=C1)OC1=CC=C(C=C1)NC(=O)C1(CC1)C(=O)NC1=CC=C(C=C1)F)F 1-N-[4-[7-[1-(2,2-difluoroethyl)pyrazol-4-yl]Quinolin-4-yl]Oxyphenyl]-1-N'-(4-fluorophenyl)cyclopropane-1,1-dicarboxamide hydrochloride